FC1=C(C(=C(C=C1OC)OC)F)N1C(N(C2=C(C1)C=NC(=C2)CNC(C=C)=O)C2CCOCC2)=O N-((3-(2,6-difluoro-3,5-dimethoxyphenyl)-2-oxo-1-(tetrahydro-2H-pyran-4-yl)-1,2,3,4-tetrahydropyrido[4,3-d]pyrimidin-7-yl)methyl)acrylamide